The molecule is a heterodetic cyclic peptide that is homologous to oxytocin and vasopressin. It is a pituitary hormone that acts as an endocrine regulator for water balance, osmotic homoeostasis and is involved in social and sexual behavior in non-mammalian vertebrates. It has a role as an animal metabolite. It is a heterodetic cyclic peptide and a peptide hormone. CC[C@H](C)[C@H]1C(=O)N[C@H](C(=O)N[C@H](C(=O)N[C@@H](CSSC[C@@H](C(=O)N[C@H](C(=O)N1)CC2=CC=C(C=C2)O)N)C(=O)N3CCC[C@H]3C(=O)N[C@H](CCCN=C(N)N)C(=O)NCC(=O)N)CC(=O)N)CCC(=O)N